C(C)(C)(C)OC(N(C)CC=1C(=C2C=CC=NC2=C(C1)Cl)Br)=O.NC1=C2C(=NC=N1)N(N=C2C2=CC=C(C=C2)OC2=CC=CC=C2)C2CN(CCC2)CCCCCC(=O)NC2=C(C=CC=C2)N 6-(3-(4-Amino-3-(4-phenoxyphenyl)-1H-pyrazolo[3,4-d]pyrimidin-1-yl)piperidin-1-yl)-N-(2-aminophenyl)hexanamide tert-butyl-N-[(5-bromo-8-chloro-6-quinolyl)methyl]-N-methyl-carbamate